C(C1=CC=CC=C1)N(C(O)=O)[C@](C(F)(F)F)(C([2H])([2H])O)[2H].FC1=CC=C(C=C1)C(C)(C#C)C=1N=C(SC1)NC(NCCS(=O)(=O)N)=O 2-(3-(4-(2-(4-fluorophenyl)but-3-yn-2-yl)thiazol-2-yl)ureido)ethanesulfonamide benzyl-(S)-(1,1,1-trifluoro-3-hydroxypropan-2-yl-2,3,3-d3)carbamate